S(=O)(=O)([O-])[O-].C[N+](CCCCCCCC)(CCCCCCCC)CCCCCCCC.C[N+](CCCCCCCC)(CCCCCCCC)CCCCCCCC methyltri-n-octylammonium sulfate